(2-fluorophenyl)-5-(4-((9-isobutyl-9H-purin-6-yl)oxy)phenyl)thiazol-2-amine FC1=C(C=CC=C1)C=1N=C(SC1C1=CC=C(C=C1)OC1=C2N=CN(C2=NC=N1)CC(C)C)N